C1(CC1)N1C(=NC2=C1C=C(C(=C2)F)F)C=2C=C(N=NC2)CN 5-(1-cyclopropyl-5,6-difluoro-1H-benzo[d]imidazol-2-yl)pyridazin-3-yl-methanamine